COC1=C(C(=NC=C1)NCC#C)[N+](=O)[O-] methoxy-3-nitro-N-(prop-2-yn-1-yl)pyridin-2-amine